O=C1N(CCC(N1COCC[Si](C)(C)C)=O)C1=C2C=CN(C2=CC=C1)CCC1CCN(CC1)C(=O)OC(C)(C)C tert-Butyl 4-(2-(4-(2,4-dioxo-3-((2-(trimethylsilyl)ethoxy)methyl)tetrahydropyrimidin-1(2H)-yl)-1H-indol-1-yl)ethyl)piperidine-1-carboxylate